1-(5-(4-chloro-3-fluorophenyl)oxazol-4-yl)-4-(1H-1,2,4-triazol-1-yl)pyrimidin-2(1H)-one ClC1=C(C=C(C=C1)C1=C(N=CO1)N1C(N=C(C=C1)N1N=CN=C1)=O)F